(5-(6-((2S,6R)-2-(hydroxymethyl)-6-methylmorpholino)-1H-imidazo[4,5-c]pyridin-2-yl)-1H-pyrrol-3-yl)(2-(trifluoromethyl)phenyl)methanone OC[C@H]1O[C@@H](CN(C1)C1=CC2=C(C=N1)N=C(N2)C2=CC(=CN2)C(=O)C2=C(C=CC=C2)C(F)(F)F)C